2-(2,4-difluorophenyl)-3-(4-((5-phenylisoxazol-4-yl)methyl)piperazin-1-yl)-1-(1H-1,2,4-triazol-1-yl)butanol FC1=C(C=CC(=C1)F)C(C(O)N1N=CN=C1)C(C)N1CCN(CC1)CC=1C=NOC1C1=CC=CC=C1